NC1=C(C=C(C=C1S(=O)(=O)O)N)S(=O)(=O)O 2,5-diamino-1,3-benzenedisulfonic acid